NC1=C2C(=NC=N1)N(N=C2C)C(C)C=2C(=C(C(=C(C2)Cl)C)C2CN(C2)CCC)OCC (2R)-1-(3-{3-[1-(4-Amino-3-methyl-1H-pyrazolo[3,4-d]pyrimidin-1-yl)ethyl]-5-chloro-2-ethoxy-6-methylphenyl}azetidin-1-yl)propan